ClC=1C=C(C=CC1C)C=1C2(C3=CC=CC=C3C1)CCC(CC2)=O 2'-(3-chloro-4-methylphenyl)spiro[cyclohexane-1,1'-indene]-4-one